tert-butyl (2S,4S)-4-(8-chloro-6-fluoro-7-(3-methyl-2-(trifluoromethyl)phenyl)-4-(methylthio)-1H-pyrazolo[4,3-c]quinolin-1-yl)-2-(cyanomethyl)piperidine-1-carboxylate ClC1=CC=2C3=C(C(=NC2C(=C1C1=C(C(=CC=C1)C)C(F)(F)F)F)SC)C=NN3[C@@H]3C[C@H](N(CC3)C(=O)OC(C)(C)C)CC#N